C1(CC1)S(=O)(=O)NC=1SC=C(N1)C(C(=O)NC1=CC=C(C=C1)C=1C=NC=C(C1)C(F)(F)F)(C)C 2-(2-(cyclopropanesulfonamido)thiazol-4-yl)-2-methyl-N-(4-(5-(trifluoromethyl)pyridin-3-yl)phenyl)propanamide